NC=1C=C2CCC(NC2=C(C1)C#N)=O 6-amino-2-oxo-3,4-dihydro-1H-quinoline-8-carbonitrile